ClC1=CC=C2C(=C(N(C2=C1F)C=1C=NN(C1)C(C)C)C#N)SC=1C(=C(C(=O)O)C=CC1)F 3-((6-chloro-2-cyano-7-fluoro-1-(1-isopropyl-1H-pyrazol-4-yl)-1H-indol-3-yl)thio)-2-fluorobenzoic acid